{1-[3-(3,5-difluoro-phenyl)-6-(4,4,5,5-tetramethyl-[1,3,2]dioxaborolan-2-yl)-quinolin-4-yl]-piperidin-4-yl}-carbamic acid tert-butyl ester C(C)(C)(C)OC(NC1CCN(CC1)C1=C(C=NC2=CC=C(C=C12)B1OC(C(O1)(C)C)(C)C)C1=CC(=CC(=C1)F)F)=O